ClC=1C=C(C(=O)O)C=C(C1)O 3-chloro-5-hydroxybenzoic acid